7-bromo-2-((4-chlorobenzyl)thio)benzo[d]oxazole BrC1=CC=CC=2N=C(OC21)SCC2=CC=C(C=C2)Cl